ClS(=O)(=O)C=1C=CC(=C(C(=O)O)C1)OCC 5-(chlorosulfonyl)-2-ethoxybenzoic acid